7,9-difluoro-4,4-dimethyl-8-(3-methyl-1H-indol-7-yl)-1-(pyridin-4-yl-methyl)-5H-[1,2,4]triazolo[4,3-a]quinoxaline FC=1C=C2NC(C=3N(C2=C(C1C=1C=CC=C2C(=CNC12)C)F)C(=NN3)CC3=CC=NC=C3)(C)C